C(C1=CC=C(C(=O)OC2=CC=C(C=C2)NC(=O)OC(C)(C)C)C=C1)(=O)OC1=CC=C(C=C1)NC(=O)OC(C)(C)C bis[4-(t-butoxycarbonylamino) phenyl] terephthalate